ClC1=NC=C2C(=N1)N(N=C2)C[C@H]2[C@@H](CCC2)C(=O)OC |r| racemic-methyl trans-2-((6-chloro-1H-pyrazolo[3,4-d]pyrimidin-1-yl)methyl)cyclopentane-1-carboxylate